5-[2-[(3-chloro-2-hydroxypropyl)sulfenyl]-4-thiazolyl]-2-thiophenecarboxamide tert-butyl-2-(3-(tert-butyl)phenyl)-7-azaspiro[3.5]nonane-7-carboxylate C(C)(C)(C)OC(=O)N1CCC2(CC(C2)C2=CC(=CC=C2)C(C)(C)C)CC1.ClCC(CSC=1SC=C(N1)C1=CC=C(S1)C(=O)N)O